2-(4-((4-(2,3-Dihydrobenzo[b][1,4]dioxin-6-yl)-5-oxo-4,5-dihydro-1H-1,2,4-triazol-1-yl)methyl)-2-methylphenoxy)-2-methylpropionic acid O1C2=C(OCC1)C=C(C=C2)N2C=NN(C2=O)CC2=CC(=C(OC(C(=O)O)(C)C)C=C2)C